methyl {[3-({3-chloro-5-fluoro-6-[3-methyl-2,6-dioxo-4-(trifluoromethyl)-3,6-dihydropyrimidin-1(2H)-yl]pyridin-2-yl}sulfanyl)pyridin-2-yl]oxy}acetate ClC=1C(=NC(=C(C1)F)N1C(N(C(=CC1=O)C(F)(F)F)C)=O)SC=1C(=NC=CC1)OCC(=O)OC